CN1C(CNCC1)=O 1-Methyl-2-piperazinone